FC1=C(C=CC(=C1)OCC1=NC=C(C=C1)N1CCOCC1)NC1=NC=NC2=CC(=C(C=C12)NC1CCN(CC1)C(C=C)=O)OC 1-(4-((4-((2-fluoro-4-((5-morpholinopyridin-2-yl)methoxy)phenyl)amino)-7-methoxyquinazolin-6-yl)amino)piperidin-1-yl)prop-2-en-1-one